3,6-diazabicyclo[3.2.1]octane-6-carboxylate C12CNCC(N(C1)C(=O)[O-])C2